C(C)(C)(C)OC(N[C@H]1CSC2=C(NC1=O)C=C(C(=C2)F)C2=NOC(=N2)C(C)(C)C)=O N-[(3R)-7-(5-tert-butyl-1,2,4-oxadiazol-3-yl)-8-fluoro-4-oxo-3,5-dihydro-2H-1,5-benzothiazepine-3-Yl]carbamic acid tert-butyl ester